2-(2-((4-(aminomethyl)-6H-benzo(c)chromen-9-yl)methoxy)-4-methoxyphenyl)acetic acid NCC=1C=CC=C2C3=C(COC12)C=CC(=C3)COC3=C(C=CC(=C3)OC)CC(=O)O